bis(1-ethyl-2-methylcyclopentadienyl)zirconium C(C)C1(C(=CC=C1)C)[Zr]C1(C(=CC=C1)C)CC